6-(1-methyl-1H-indazol-4-yl)quinoline CN1N=CC2=C(C=CC=C12)C=1C=C2C=CC=NC2=CC1